4-(6-(tert-butyl)pyridin-2-yl)piperidine-1-carboxylic acid tert-butyl ester C(C)(C)(C)OC(=O)N1CCC(CC1)C1=NC(=CC=C1)C(C)(C)C